N1(CCCC1)C1=CC=C(C=N1)C1=NC(=NO1)C=1C=C(C(=O)O)C=CC1 3-[5-(6-Pyrrolidin-1-yl-pyridin-3-yl)-[1,2,4]oxadiazol-3-yl]-benzoic acid